COCCOCC(=O)NCC1=CC=C(C=C1)C=1SC=C(N1)C(=O)N[C@@H](CO)C(=O)[O-] (2-(4-((2-(2-methoxyethoxy)acetamido)methyl)phenyl)thiazole-4-carbonyl)-Z-serinate